magnesium sulfur [S].[Mg]